FC1=C2C=CN(C2=C(C=C1)C(=O)NC1CC2(CCC2)C1)[C@H](C)C1=CC=C(C=C1)C=1C=NC(=CC1)OC (Ra)-6-(4-Fluoro-1-((R)-1-(4-(6-methoxypyridin-3-yl)phenyl)ethyl)-1H-indol-7-carboxamido)spiro[3.3]heptan